5-amino-N-cyclobutyl-N-(1-(5-cyclopropylpyridin-2-yl)ethyl)-1-((2-(trimethylsilyl)ethoxy)methyl)-6,8-dihydro-1H-furo[3,4-d]pyrrolo[3,2-b]pyridine-2-carboxamide NC1=C2C(=C3C(=N1)C=C(N3COCC[Si](C)(C)C)C(=O)N(C(C)C3=NC=C(C=C3)C3CC3)C3CCC3)COC2